ClC1=C(C=CC2=C1C(=NCC=1N2C(=NN1)C1=NC=NC=C1)C1=NC=CC=C1F)C(F)(F)F 7-chloro-6-(3-fluoro-2-pyridinyl)-1-pyrimidin-4-yl-8-(trifluoromethyl)-4H-[1,2,4]Triazolo[4,3-a][1,4]Benzodiazepine